tert-Butyl ((5-((5,6,7,8-tetrahydronaphthalen-2-yl)thio)thiazol-2-yl)methyl)carbamate C1=C(C=CC=2CCCCC12)SC1=CN=C(S1)CNC(OC(C)(C)C)=O